C(C)(=O)O[C@H]1[C@@H](O[C@@H]([C@H]1OC(C)=O)COC(C)=O)[N+]1=CC(=CC=C1)C(NCCNC(CCCCC[P+](C1=CC=CC=C1)(C1=CC=CC=C1)C1=CC=CC=C1)=O)=O 1-((2R,3R,4R,5R)-3,4-diacetoxy-5-(acetoxymethyl)tetrahydrofuran-2-yl)-3-((2-(6-(triphenylphosphonio)hexanamido)ethyl)carbamoyl)pyridin-1-ium